(2S)-2-((4-chlorophenoxy)((4-formyl-5-hydroxy-6-methylpyridin-3-yl)methoxy)phosphorylamino)propionic acid isopropyl ester C(C)(C)OC([C@H](C)N=P(=O)OC(C=1C=NC(=C(C1C=O)O)C)OC1=CC=C(C=C1)Cl)=O